cis-(S)-3-(5-(4-((1-(4-(3-(4-fluoro-3-methoxyphenyl)-7-hydroxychroman-4-yl)phenyl)piperidin-4-yl)methyl)piperazin-1-yl)-1-oxoisoindolin-2-yl)piperidine FC1=C(C=C(C=C1)[C@@H]1COC2=CC(=CC=C2[C@@H]1C1=CC=C(C=C1)N1CCC(CC1)CN1CCN(CC1)C=1C=C2CN(C(C2=CC1)=O)[C@@H]1CNCCC1)O)OC